3-((2S)-3-(8-(1H-indazol-6-ylsulfonyl)-1-oxa-8-azaspiro[4.5]dec-3-ylamino)-2-hydroxypropoxy)-N-methylbenzenesulfonamide N1N=CC2=CC=C(C=C12)S(=O)(=O)N1CCC2(CC(CO2)NC[C@@H](COC=2C=C(C=CC2)S(=O)(=O)NC)O)CC1